4-(1-(2,6-bis(benzyloxy)pyridin-3-yl)-1H-benzo[d]imidazol-5-yl)-3,6-dihydropyridine-1(2H)-carboxylic acid tert-butyl ester C(C)(C)(C)OC(=O)N1CCC(=CC1)C1=CC2=C(N(C=N2)C=2C(=NC(=CC2)OCC2=CC=CC=C2)OCC2=CC=CC=C2)C=C1